ClC1=C(C(=CC=C1)Cl)N1CC(C1)C1=CC(=C(C=N1)CN1CCC(CC1)C(=O)O)C 1-((6-(1-(2,6-dichlorophenyl)azetidin-3-yl)-4-methylpyridin-3-yl)methyl)piperidine-4-carboxylic acid